ClC=1C=C(C=2CCC(C2C1)O)S(=O)(=O)NC1=C(C(=C(C=C1)F)C=1C=C2C=NC(=NC2=C(C1)OC)NC1CNCCC1)F 6-chloro-N-(2,4-difluoro-3-(8-methoxy-2-(piperidin-3-ylamino)quinazolin-6-yl)phenyl)-1-hydroxy-2,3-dihydro-1H-indene-4-sulfonamide